2-((4-(2-(benzo[b]thiophen-5-yl)-2-methylbenzo[d][1,3]dioxan-4-yl)piperidin-1-yl)methyl)-1-(((S)-oxetan-2-yl)methyl)-1H-benzo[d]imidazole-6-carboxylic acid S1C2=C(C=C1)C=C(C=C2)C2(OC(C1=C(O2)C=CC=C1)C1CCN(CC1)CC1=NC2=C(N1C[C@H]1OCC1)C=C(C=C2)C(=O)O)C